C1(CC1)C1=C(C(=C2C(=N1)CCC2)NC(=O)N=[S@@](=O)(N)C2=CN=C(S2)C(C)(C)O)C (S)-N'-((2-cyclopropyl-3-methyl-6,7-dihydro-5H-cyclopenta[b]pyridin-4-yl)carbamoyl)-2-(2-hydroxypropan-2-yl)thiazole-5-sulfonimidamide